[1,1':3',1''-terphenyl]-4',5',6'-d3-2'-amine C1(=CC=CC=C1)C1=C(C(=C(C(=C1[2H])[2H])[2H])C1=CC=CC=C1)N